2-[[(2,4-dimethoxyphenyl)methyl]amino]quinazoline-6-carboxylic acid COC1=C(C=CC(=C1)OC)CNC1=NC2=CC=C(C=C2C=N1)C(=O)O